N1(CCCCC1)C1=CC2=C(C(C=3C(=CC4=C(OCO4)C3)OC2)=O)C=C1F 8-(piperidinyl)-9-fluoro[2]benzoxepino[3,4-f]-1,3-benzodioxol-11(6H)-one